BrC1=C(C=C(C=C1)C1(CC1)[C@@H](C(=O)N1CCN(CC1)C)NC(CC)=O)F (S)-N-(1-(1-(4-bromo-3-fluorophenyl)cyclopropyl)-2-(4-methylpiperazin-1-yl)-2-oxoethyl)propionamide